bis[2,2'-(chloromethylene)-dipyridine] copper(II) bis[bis(trifluoromethylsulfonyl)imide] [N-](S(=O)(=O)C(F)(F)F)S(=O)(=O)C(F)(F)F.[N-](S(=O)(=O)C(F)(F)F)S(=O)(=O)C(F)(F)F.[Cu+2].ClC(C1=NC=CC=C1)C1=NC=CC=C1.ClC(C1=NC=CC=C1)C1=NC=CC=C1